[N+](=O)([O-])C=1C=NN2C1N=CC=C2 3-nitropyrazolo[1,5-a]Pyrimidine